Acetoxy-2-methoxynaphthalene C(C)(=O)OC1=C(C=CC2=CC=CC=C12)OC